7-hydroxy-1,3,4,5-tetrahydro-2H-benzo[d]azepine OC1=CC2=C(CCNCC2)C=C1